4-(4-cyclohexyl-8-fluoro-2-{[(2R,7aS)-2-fluorotetrahydro-1H-pyrrolizin-7a(5H)-yl]methoxy}pyrido[4,3-d]pyrimidin-7-yl)-5-ethynyl-6-fluoronaphthalen-2-ol C1(CCCCC1)C=1C2=C(N=C(N1)OC[C@]13CCCN3C[C@@H](C1)F)C(=C(N=C2)C2=CC(=CC1=CC=C(C(=C21)C#C)F)O)F